(2,6-Dichloropyridin-4-yl)methyl butylglycinate hydrochloride Cl.C(CCC)NCC(=O)OCC1=CC(=NC(=C1)Cl)Cl